ClC1=C(C(=CC=C1Cl)F)[C@@]1(CNCC1)NC=1C=C2C(N(C=NC2=C(C1)F)C)=O (S)-6-((3-(2,3-dichloro-6-fluorophenyl)pyrrolidin-3-yl)amino)-8-fluoro-3-methylquinazolin-4(3H)-one